6-chloro-3-(4-piperidinyl)-1,2-benzisoxazole hydrochloride Cl.ClC1=CC2=C(C(=NO2)C2CCNCC2)C=C1